2-((5-chloro-2-fluoro-4-(4-hydroxy-3-isopropylbenzyl)-3-methylbenzyl)thio)acetic acid ClC=1C(=C(C(=C(CSCC(=O)O)C1)F)C)CC1=CC(=C(C=C1)O)C(C)C